Tert-butyl (R)-3-((S)-1-((S)-4-benzyl-2-oxooxazolidin-3-yl)-3-(6-bromobenzo[d]isoxazol-3-yl)-1-oxopropan-2-yl)pyrrolidine-1-carboxylate C(C1=CC=CC=C1)[C@@H]1N(C(OC1)=O)C([C@@H](CC1=NOC2=C1C=CC(=C2)Br)[C@@H]2CN(CC2)C(=O)OC(C)(C)C)=O